1-((tetrahydro-2H-pyran-4-yl)methyl)-1H-indazole-3-carboxylic acid O1CCC(CC1)CN1N=C(C2=CC=CC=C12)C(=O)O